4-(7-(3-aminoisoquinolin-1-yl)-6-chloro-8-fluoroquinazolin-4-yl)piperazin NC=1N=C(C2=CC=CC=C2C1)C1=C(C=C2C(=NC=NC2=C1F)N1CCNCC1)Cl